C1(=CCCC1)C1=CN(C=2N=CN=C(C21)OC)S(=O)(=O)C2=CC=CC=C2 5-(cyclopent-1-en-1-yl)-4-methoxy-7-(phenylsulfonyl)-7H-pyrrolo[2,3-d]pyrimidine